NC1=NC=NN2C1=C(C=C2C=2C=C(C(=O)N[C@@H]1CN(C[C@@H]1F)C(C(C)(C)F)=O)C=CC2)CN2CC(C2)(F)F 3-{4-amino-5-[(3,3-difluoroazetidin-1-yl)methyl]pyrrolo[2,1-f][1,2,4]triazin-7-yl}-N-[(3R,4S)-4-fluoro-1-(2-fluoro-2-methylpropanoyl)pyrrolidin-3-yl]benzamide